6-((6-chloro-2-cyclopropyl-7-fluoro-1-(1-(4-(methyl-amino)-4-oxobutyl)-1H-pyrazol-4-yl)-1H-indol-3-yl)thio)picolinic acid ClC1=CC=C2C(=C(N(C2=C1F)C=1C=NN(C1)CCCC(=O)NC)C1CC1)SC1=CC=CC(=N1)C(=O)O